(3Z)-6-(nonoxymethyl)-3-hexenyl-magnesium iodide C(CCCCCCCC)OCCC\C=C/CC[Mg]I